C(C=C)(=O)N1CC2(C1)CC(C2)N2N=C(C(=C2C)C2=C1C=NNC1=CC(=C2Cl)C)N2C[C@H]1[C@@H](CC2)C(N(C1)C)=O (3aR,7aR)-5-(1-(2-acryloyl-2-azaspiro[3.3]heptan-6-yl)-4-(5-chloro-6-methyl-1H-indazol-4-yl)-5-methyl-1H-pyrazol-3-yl)-2-methyloctahydro-1H-pyrrolo[3,4-c]pyridin-1-one